N4-(2-propylvaleryl)-5'-O-tert-butyldimethylsilyl-2'-deoxy-2',2'-Difluorocytidine C(CC)C(C(=O)NC1=NC(N([C@H]2C([C@H](O)[C@@H](CO[Si](C)(C)C(C)(C)C)O2)(F)F)C=C1)=O)CCC